(R)-2-bromo-5-(3-fluoropyrrolidin-1-yl)pyrazine BrC1=NC=C(N=C1)N1C[C@@H](CC1)F